FC1=CC=C(C=C1)C(C)(C)N1C[C@@H](N(C[C@H]1C)C=1C=2C(N(C(C1)=O)C)=CN(N2)C2OCCCC2)C 7-((2S,5R)-4-(2-(4-fluorophenyl)propan-2-yl)-2,5-dimethylpiperazin-1-yl)-4-methyl-2-(tetrahydro-2H-pyran-2-yl)-2,4-dihydro-5H-pyrazolo[4,3-b]pyridin-5-one